COC=1N=C2C(=CC=NC2=CC1OC)OC1=C(C=C(C=C1)NC(=O)C1=NC=C(N=C1)C)F N-(4-((6,7-Dimethoxy-1,5-naphthyridin-4-yl)oxy)-3-fluorophenyl)-5-methylpyrazine-2-carboxamide